CN(CCCN1C=C(C2=CC(=CC=C12)OC)C=1C(=O)NC(C1C1=CNC2=CC=CC=C12)=O)C 2-[1-(3-dimethylaminopropyl)-5-methoxyindol-3-yl]-3-(1H-indol-3-yl)maleimide